1-(3-((R)-3-aminopiperidin-1-yl)phenyl)-N-(3-fluoro-4-(4-morpholino-7H-pyrrolo[2,3-d]pyrimidin-6-yl)phenyl)ethane-1-sulfonamide N[C@H]1CN(CCC1)C=1C=C(C=CC1)C(C)S(=O)(=O)NC1=CC(=C(C=C1)C1=CC2=C(N=CN=C2N2CCOCC2)N1)F